NCC1CC(C1)NC(OC(C)(C)C)=O tert-butyl N-[3-(aminomethyl)cyclobutyl]carbamate